NC1=NC=CC(=C1)C1=CC(=NC=C1)NC(=O)[C@@H]1CN(CC1)C#N (S)-N-(2'-amino-[4,4'-bipyridin]-2-yl)-1-cyanopyrrolidine-3-carboxamide